C1(C=CC=CC1=NO)=NO 6-benzoquinone dioxime